(E)-3-(3-Tert-butyl-4-phenylmethoxyphenyl)-1-(2-hydroxyphenyl)prop-2-en-1-one C(C)(C)(C)C=1C=C(C=CC1OCC1=CC=CC=C1)/C=C/C(=O)C1=C(C=CC=C1)O